C(C)OC(=O)C1=C(OC2=C1C=C(C(=C2)F)OCC2=C(N=CS2)C)C.BrC2=C(OC1=C2C=CC=C1)C(C1=CC=CC=C1)=O bromobenzoyl-benzfuran ethyl-6-fluoro-2-methyl-5-((4-methylthiazol-5-yl)methoxy)benzofuran-3-carboxylate